2-(3-butyl-7-chloro-3H-imidazo[4,5-c]pyridin-4-ylsulfanyl)-N-octylacetamide C(CCC)N1C=NC2=C1C(=NC=C2Cl)SCC(=O)NCCCCCCCC